OC=1C(C2=CC=C(C=C2C(C1)=O)CCCCC)=O 2-hydroxy-6-pentyl-1,4-naphthoquinone